O[C@@H](CN1N=CC(=C1)N\C(\C)=C\1/C(NC2=CN=C(C=C21)C=2C=NC=CC2C)=O)C (R,Z)-3-(1-((1-(2-Hydroxypropyl)-1H-pyrazol-4-yl)amino)ethylidene)-5-(4-methylpyridin-3-yl)-1H-pyrrolo[2,3-c]pyridin-2(3H)-one